C(C(=C)C)(=O)OC1=CC2=CC=C3C=CC4=CC=C5C=CC6=CC=C1C1=C6C5=C4C3=C21 coronenyl methacrylate